[Na+].S(=O)(=O)([O-])[O-].[Na+] Sulphate Sodium Salt